(E)-methyl 3-(1-(3,5-bis(trifluoromethyl) benzyl)-1H-indol-3-yl)-2-cyanoacrylate FC(C=1C=C(CN2C=C(C3=CC=CC=C23)/C=C(/C(=O)OC)\C#N)C=C(C1)C(F)(F)F)(F)F